NC[C@@H](C=1C(=C2COC(C2=CC1)=O)C)NC(CO)=O (R)-N-(2-amino-1-(4-methyl-1-oxo-1,3-dihydroisobenzofuran-5-yl)ethyl)-2-hydroxyacetamide